3-{[2-[2,6-Bis(isopropyl)phenoxycarbonyl]-benzoyl]amino}-propanoic acid C(C)(C)C1=C(OC(=O)C2=C(C(=O)NCCC(=O)O)C=CC=C2)C(=CC=C1)C(C)C